dimethyl cystinate C([C@@H](C(=O)OC)N)SSC[C@@H](C(=O)OC)N